2-{3-[(3S)-3-(propan-2-yl)piperazin-1-yl]-1,2,4-triazin-6-yl}-5-(1H-pyrazol-4-yl)phenol CC(C)[C@H]1CN(CCN1)C=1N=NC(=CN1)C1=C(C=C(C=C1)C=1C=NNC1)O